FC=1C=C(C(=O)NC)C=CC1COC1=NC(=CC=C1)C1CCNCC1 3-Fluoro-N-methyl-4-(((6-(piperidin-4-yl)pyridin-2-yl)oxy)methyl)benzamide